3-(((4-(trifluoromethyl)thiazol-2-yl)methyl)amino)-1,3-oxazinan-2-one FC(C=1N=C(SC1)CNN1C(OCCC1)=O)(F)F